C(#N)C1=CC=C(C=C1)C(CN[C@H](C(=O)NC1=NC=C(C(=C1)C)C=1C=NN(C1)C)C1=CC=CC=C1)C (S)-2-((2-(4-cyano-phenyl)propyl)-amino)-N-(4-methyl-5-(1-meth-yl-1H-pyrazol-4-yl)pyridin-2-yl)-2-phenylacetamide